C(C=C)N1C[C@@H](C=C2C=3C=CC=C4NC=C(C[C@@H]12)C34)C(=O)N(CC)CC 9,10-didehydro-6-allyl-N,N-diethyl-ergoline-8β-carboxamide